ClC1=C(C=CC=C1)C1=C(C(=O)N)C=CC(=C1)NC1=NC(=NC=C1F)NC1=CC=C(C=C1)C(=O)N1CCC(CC1)CN1CCN(CC1)C1=CC=C(C=C1)C1C(NC(CC1)=O)=O (2-chlorophenyl)-4-((2-((4-(4-((4-(4-(2,6-dioxopiperidin-3-yl)phenyl)piperazin-1-yl)methyl)piperidine-1-carbonyl)phenyl)amino)-5-fluoropyrimidin-4-yl)amino)benzamide